2-aminoethanol tert-butyl-(3R,4R)-4-((1-(2,6-dioxopiperidin-3-yl)-3-methyl-1H-indazol-5-yl)amino)-3-methylpiperidine-1-carboxylate C(C)(C)(C)C1N(CC[C@H]([C@H]1C)NC=1C=C2C(=NN(C2=CC1)C1C(NC(CC1)=O)=O)C)C(=O)OCCN